NC1=NC=2C=CC=CC2C2=C1N=C(N2CC=2C=C(C(=C(CNC(CCCC)=O)C2)O)C)CCCC N-(5-((4-Amino-2-butyl-1H-imidazo[4,5-c]quinolin-1-yl)methyl)-2-hydroxy-3-methylbenzyl)pentanamide